ethyl-3-(2,4-dimethyl-1,3-dioxolan-2-yl)propanoate C(C)OC(CCC1(OCC(O1)C)C)=O